ethyl 4-((3-fluoro-4-nitrobenzyl)(methyl)amino)-2,6-dimethylcyclohexane-1-carboxylate FC=1C=C(CN(C2CC(C(C(C2)C)C(=O)OCC)C)C)C=CC1[N+](=O)[O-]